C1(CCCCC1)CC1CCC(CC1)N 4-(Cyclohexylmethyl)cyclohexylamine